aminomethyl-3,5,5-trimethylcyclohexylamine NCNC1CC(CC(C1)(C)C)C